1-(piperazinyl)ethanone N1(CCNCC1)C(C)=O